bis-[gamma-(triethoxysilyl) propyl] disulfide C(C)O[Si](CCCSSCCC[Si](OCC)(OCC)OCC)(OCC)OCC